5-fluoro-2-(4-(4-nitrosophenyl)piperazine-1-yl)pyrimidine FC=1C=NC(=NC1)N1CCN(CC1)C1=CC=C(C=C1)N=O